N-((R)-1-(2-methyl-3-(trifluoromethyl)phenyl)ethyl)-6-oxo-1-(tetrahydro-2H-pyran-4-yl)-1,6-dihydropyridine-3-carboxamide CC1=C(C=CC=C1C(F)(F)F)[C@@H](C)NC(=O)C1=CN(C(C=C1)=O)C1CCOCC1